FC1=CC=C(OC=2C=C(C3=C(OCCO3)C2)NC(=O)C2N(C(CC2)=O)C)C=C1 N-(7-(4-Fluorophenoxy)-2,3-dihydrobenzo[b][1,4]dioxin-5-yl)-1-methyl-5-oxo-pyrrolidine-2-carboxamide